CN(C1=NC(=CC(=N1)C)N1CCN(CC1)CC=1SC(=CN1)C1=CC=CC=C1)C N,N,4-trimethyl-6-{4-[(5-phenyl-1,3-thiazol-2-yl)methyl]piperazin-1-yl}pyrimidin-2-amine